1-(4-fluorophenyl)-5-((4-hydroxy-1-(2-oxo-2-phenylethyl)piperidin-4-yl)methyl)-1,5-dihydro-4H-pyrazolo[3,4-d]pyrimidin-4-one FC1=CC=C(C=C1)N1N=CC2=C1N=CN(C2=O)CC2(CCN(CC2)CC(C2=CC=CC=C2)=O)O